(E)-ethyl 3-(3-methylbenzyl)hex-2-enoate CC=1C=C(C/C(=C/C(=O)OCC)/CCC)C=CC1